ClC1=CC=C(C=C1)C1=CC(=C(C=C1)C1CN(CCC1)C1CCOCC1)C 3-(4'-chloro-3-methyl-[1,1'-biphenyl]-4-yl)-1-(tetrahydro-2H-pyran-4-yl)piperidine